5-chloro-2-methyl-2H-1,2,3-triazole-4-carbonitrile ClC=1C(=NN(N1)C)C#N